FC(CN1C(=NC=2C1=NC(=CN2)C=2C=CN1N=C(N=CC12)NC1CCC(CC1)(C)NC(C)=O)C)F N-((1r,4r)-4-((5-(1-(2,2-difluoroethyl)-2-methyl-1H-imidazo[4,5-b]pyrazin-6-yl)pyrrolo[2,1-f][1,2,4]triazin-2-yl)amino)-1-methylcyclohexyl)acetamide